CC(CC(C1=NN=NN1C(C)(CC(C)(C)C)C)NC1=CC=NC=C1)C N-(3-methyl-1-(1-(2,4,4-trimethylpentan-2-yl)-1H-tetrazol-5-yl)butyl)pyridin-4-amine